(2-aminopyrimidin-4-yl)-(7-(4-(trifluoromethyl)-phenoxy)-3,4-dihydroisoquinolin-2(1H)-yl)meth-anone NC1=NC=CC(=N1)C(=O)N1CC2=CC(=CC=C2CC1)OC1=CC=C(C=C1)C(F)(F)F